C(C1=CC=CC=C1)OC1=CC=C(C=C1)NC1=NNC(=C1)C1=C(C=CC=C1)C N-(4-(benzyloxy)phenyl)-5-(o-tolyl)-1H-pyrazol-3-amine